2-{[(1S)-1-{4-[1-(4-propenylpiperazin-1-yl)propyl]phenyl}ethyl]amino}-8-ethylpyrido[2,3-d]pyrimidin-7(8H)-one C(=CC)N1CCN(CC1)C(CC)C1=CC=C(C=C1)[C@H](C)NC=1N=CC2=C(N1)N(C(C=C2)=O)CC